(6E,9E)-12-Chloro-2,6,10-trimethyl-2,6,9-dodecatriene ClCC/C(=C/C/C=C(/CCC=C(C)C)\C)/C